C1(CC1)C1=NC(=CC(=C1)C(=O)NC(C)C=1N(N=CN1)C1=NC=C(C=N1)OCC(F)F)C(F)(F)F 2-cyclopropyl-N-[1-[2-[5-(2,2-difluoroethoxy)pyrimidin-2-yl]-1,2,4-triazol-3-yl]ethyl]-6-(trifluoromethyl)pyridine-4-carboxamide